C(C=C)(=O)N1[C@H](CN(CC1)C=1C2=C(N=C(N1)OC[C@H]1N(CCC1)C([2H])([2H])[2H])CN(CC2)C2=CN=CC1=CC=CC(=C21)[14CH3])CC#N 2-((S)-1-acryloyl-4-(2-(((S)-1-(methyl-d3)pyrrolidine-2-yl)methoxy)-7-(5-(methyl-14C)isoquinolin-4-yl)-5,6,7,8-tetrahydropyrido[3,4-d]pyrimidin-4-yl)piperazin-2-yl)acetonitrile